sodium stearoyl taurate NCCS(=O)(=O)OC(CCCCCCCCCCCCCCCCC)=O.[Na]